6-(3-acetyl-2-methylphenyl)-2-(pyrimidin-2-yl)-7,8-dihydrophthalazin-1(2H)-one C(C)(=O)C=1C(=C(C=CC1)C1=CC=2C=NN(C(C2CC1)=O)C1=NC=CC=N1)C